tert-butyl 4-(((2S)-4-(azetidin-1-yl)-2-(4-(methoxycarbonyl)phenyl)piperidin-1-yl)methyl)-5-methoxy-7-methyl-1H-indole-1-carboxylate N1(CCC1)C1C[C@H](N(CC1)CC1=C2C=CN(C2=C(C=C1OC)C)C(=O)OC(C)(C)C)C1=CC=C(C=C1)C(=O)OC